(p-tolyl)methanol C1(=CC=C(C=C1)CO)C